((R)-4-(4-chloropyrazolo[1,5-a]pyridin-2-yl)-6,7-dihydro-1H-imidazo[4,5-c]pyridin-5(4H)-yl)(2-((S)-1-hydroxyethyl)-4-methyloxazol-5-yl)methanone ClC=1C=2N(C=CC1)N=C(C2)[C@@H]2N(CCC1=C2N=CN1)C(=O)C1=C(N=C(O1)[C@H](C)O)C